CC1=C(C(CCC1)(C)C)CC=O 2,6,6-Trimethyl-1-cyclohexen-1-acetaldehyde